fluorene-6-carboxylate C1=CC=CC=2C3=CC(=CC=C3CC12)C(=O)[O-]